C(C)N1C2=C(N=C3C(N(C(N=C13)=O)C)=O)C=C(C(=C2)C)C 10-ethyl-3,7,8-trimethyl-benzo[g]-pteridine-2,4(3H,10H)-dione